N[C@@H]1CN(CC[C@H]1F)C1=NC2=C(N1CC(=O)NC(C)C)C=C(C(=C2)F)F 2-(2-((3r,4r)-3-amino-4-fluoropiperidin-1-yl)-5,6-difluoro-1H-benzo[d]imidazol-1-yl)-N-isopropylacetamide